FC=1C=C(C=CC1F)[C@H]1[C@@H](C1)C(=O)[O-] (1R,2R)-2-(3,4-difluorophenyl)-1-cyclopropylcarboxylate